O=S1(CC(CC1)N(C(=O)[C@H]1N(CCC1)S(=O)(=O)C1=CC=C(C)C=C1)CC=1OC=CC1)=O (2S)-N-(1,1-dioxidotetrahydrothiophen-3-yl)-N-(furan-2-ylmethyl)-1-tosylpyrrolidine-2-carboxamide